2-(3-carboxyl-2-butyl)nicotinic acid C(=O)(O)C(C(C)C1=C(C(=O)O)C=CC=N1)C